4-{[4-amino-3-(4-cyclohexylpiperazin-1-yl)-9,10-dioxo-9,10-dihydroanthracen-1-yl]amino}benzenesulfonamide NC1=C(C=C(C=2C(C3=CC=CC=C3C(C12)=O)=O)NC1=CC=C(C=C1)S(=O)(=O)N)N1CCN(CC1)C1CCCCC1